5'-(4-chloro-benzyloxy)-[2,3']bipyridinyl-6'-ylamine ClC1=CC=C(COC=2C=C(C=NC2N)C2=NC=CC=C2)C=C1